The molecule is a member of the class of 7-hydroxyisoflavones that is isoflavone substituted by hydroxy groups at positions 5, 7 and 4' and a prenyl group at position 6. It has been isolated from Ficus mucuso. It has a role as a plant metabolite and an antifungal agent. It derives from an isoflavone. CC(=CCC1=C(C2=C(C=C1O)OC=C(C2=O)C3=CC=C(C=C3)O)O)C